BrC(C)[Si](OCCC)(OCCC)OCCC 1-bromoethyltri-n-propoxysilane